C(O)C(C)(S(=O)(=O)[O-])CO.[Na+] sodium dimethylolethanesulfonate